(S)-Diethyl-carbamic acid 4-[(1,3-dimethyl-azetidin-3-yl)-hydroxy-(4-trifluoromethoxy-phenyl)-methyl]-benzyl ester CN1CC(C1)(C)[C@](C1=CC=C(COC(N(CC)CC)=O)C=C1)(C1=CC=C(C=C1)OC(F)(F)F)O